1-(2-Chloro-3-fluorophenyl)-2-methylpropan-1-ol ClC1=C(C=CC=C1F)C(C(C)C)O